3-((R)-9-fluoro-5H-imidazo[5,1-a]isoindol-5-yl)tetrahydro-2H-pyran-4-ol FC=1C=CC=C2[C@H](N3C(C12)=CN=C3)C3COCCC3O